1-((4-(3-amino-4-chloro-1H-indazol-5-yl)-3-fluorophenyl)sulfonyl)pyrrolidin-3-ol NC1=NNC2=CC=C(C(=C12)Cl)C1=C(C=C(C=C1)S(=O)(=O)N1CC(CC1)O)F